C(C)(C)(C)C=1C=C(N(N1)C1=CC(=C(C=C1)O)Cl)NC(=O)NCC1=C(C=CC=C1)SC=1C=CC=2N(C1)C(=NN2)C2=C(C=CC=C2)SCCO 1-[5-tert-butyl-2-(3-chloro-4-hydroxy-phenyl)pyrazol-3-yl]-3-[[2-[[3-[2-(2-hydroxyethylsulfanyl)phenyl]-[1,2,4]triazolo[4,3-a]pyridin-6-yl]sulfanyl]phenyl]methyl]urea